N-(6-(2-chloro-5-fluorophenyl)-3-(hydroxymethyl)-6-methoxy-2-methyl-8-oxo-2,6,7,8-tetrahydropyrrolo[3,4-g]indazol-5-yl)-3-fluoro-5-(trifluoromethyl)benzamide ClC1=C(C=C(C=C1)F)C1(NC(C2=C1C(=CC1=C(N(N=C21)C)CO)NC(C2=CC(=CC(=C2)C(F)(F)F)F)=O)=O)OC